3-(4-(4-(3-((4-((8-Cyclopentyl-7-oxo-7,8-dihydropyrido[2,3-d]pyrimidin-2-yl)-amino)piperidin-1-yl)sulfonyl)propyl)piperazin-1-yl)phenyl)piperidine-2,6-dione C1(CCCC1)N1C(C=CC2=C1N=C(N=C2)NC2CCN(CC2)S(=O)(=O)CCCN2CCN(CC2)C2=CC=C(C=C2)C2C(NC(CC2)=O)=O)=O